(2R,5R)-5-((R)-(3-fluorophenyl)(hydroxy)methyl)-2-(((1R,4R)-4-methoxycyclohexyl)methyl)-2-methylpyrrolidine-1-carboxylic acid tert-butyl ester C(C)(C)(C)OC(=O)N1[C@@](CC[C@@H]1[C@H](O)C1=CC(=CC=C1)F)(C)CC1CCC(CC1)OC